3,5-dibromo-4-methylpyridin-2-amine BrC=1C(=NC=C(C1C)Br)N